C(C)(=O)NC1=NC=C(C(=C1)NC(OC(C)(C)C)=O)C1=NN(C(=C1)N1CCOCC1)C tert-butyl (2-acetamido-5-(1-methyl-5-morpholino-1H-pyrazol-3-yl)pyridin-4-yl)carbamate